2-((4-(6-((4-Chloro-2-fluorobenzyl)oxy)pyridin-2-yl)piperidin-1-yl)methyl)-4-((2-fluoroethyl)amino)-1-methyl-1H-benzo[d]imidazole-6-carboxylic acid ClC1=CC(=C(COC2=CC=CC(=N2)C2CCN(CC2)CC2=NC3=C(N2C)C=C(C=C3NCCF)C(=O)O)C=C1)F